2,2-Bis(methylselanyl)-1-phenylethan-1-one C[Se]C(C(=O)C1=CC=CC=C1)[Se]C